C(C)(C)(C)OC(NCC1=CC=C(C=C1)CCCC(=NO)N)=O (4-(4-amino-4-(hydroxyimino)butyl)benzyl)carbamic acid tert-butyl ester